ClC1=C(C=CC(=C1)C(F)(F)F)N (2-chloro-4-(trifluoromethyl)phenyl)amine